4-(7-(5-bromo-2-chlorophenyl)imidazo[5,1-b]oxazol-5-yl)benzoic acid BrC=1C=CC(=C(C1)C=1N=C(N2C1OC=C2)C2=CC=C(C(=O)O)C=C2)Cl